CC1=C(OC=C1)C1(N=CC=2C(=N1)N(NN2)CC2=NC(=CC=C2)C2(CCC2)O)N 5-(methylfuran-2-yl)-3-(6-[1-hydroxycyclobutyl]pyrid-2-ylmethyl)-3H-[1,2,3]triazolo[4,5-d]pyrimidin-5-amine